C(#N)[C@H]1N(CSC1)C(CNC(=O)C1=CC=NC2=CC=C(C=C12)N1C[C@H]([C@@H](C1)F)F)=O N-(2-((R)-4-Cyanothiazolidin-3-yl)-2-oxoethyl)-6-((3R,4R)-3,4-difluoropyrrolidin-1-yl)quinoline-4-carboxamide